2-((2-(trans-4-hydroxycyclohexyl)-6-methoxy-2H-indazol-5-yl)carbamoyl)-6-methylpyridine 1-oxide O[C@@H]1CC[C@H](CC1)N1N=C2C=C(C(=CC2=C1)NC(=O)C1=[N+](C(=CC=C1)C)[O-])OC